OC=1C=C(C=CC1)C1=C2N=C(C(=NC2=CC=C1)C1=CC(=CC=C1)OCCCCCCCC)C1=CC(=CC=C1)OCCCCCCCC 5-(3-hydroxyphenyl)2,3-bis[3-(octyloxy)phenyl]Quinoxaline